C(C)(C)(C)C1N(CCC(C1)=CC1=NC(=CC=C1)Br)C(=O)OC Methanol tert-Butyl-4-((6-bromopyridin-2-yl)methylene)piperidine-1-carboxylate